methyl-ruthenium dichloride C[Ru](Cl)Cl